C1(CC1)C=1C(=CC(=C(C(=O)OC(C)(C)C)C1)F)OCC(C)C tert-butyl 5-cyclopropyl-2-fluoro-4-isobutoxybenzoate